C(#N)C1(CCCC1)N1C[C@@H](CCC1)NC(OC(C)(C)C)=O tert-butyl N-[(3R)-1-(1-cyanocyclopentyl)-3-piperidyl]carbamate